C12C(CC(CC1)C2)C2=CC=C(C=C2)C2=NC(=NC(=N2)Cl)C2=CC=CC=C2 2-(4-(bicyclo[2.2.1]heptane-2-yl)phenyl)-4-chloro-6-phenyl-1,3,5-triazine